ClC1=C(CNC(=O)Cl)C=C(C(=N1)Cl)F (2,6-dichloro-5-fluoronicotinyl)carbamoyl chloride